OC1=C(C=CC=C1)C(C1=CC=CC=C1)P(OC)(=O)C1=CC=CC=C1 Methyl ((2-hydroxyphenyl)(phenyl)methyl)(phenyl)phosphinate